(3aR,5s,6aS)-N-(6-(3-fluorophenyl)-4-methoxypyridazin-3-yl)-2-((tetrahydro-2H-pyran-4-yl)methyl)octahydrocyclopenta[c]pyrrol-5-amine FC=1C=C(C=CC1)C1=CC(=C(N=N1)NC1C[C@@H]2[C@@H](CN(C2)CC2CCOCC2)C1)OC